ethyl (S)-6-(((cis)-3,3-difluorohexahydropyrrolo[3,4-b]pyrrol-1(2H)-yl) methyl)-4-(3-fluoro-2-methylphenyl)-2-(thiazol-2-yl)-1,4-dihydropyrimidine-5-carboxylate FC1([C@H]2[C@@H](N(C1)CC1=C([C@@H](N=C(N1)C=1SC=CN1)C1=C(C(=CC=C1)F)C)C(=O)OCC)CNC2)F